CC=1C(=C(SC1C)N1C=CC=C1)C(=O)O 4,5-Dimethyl-2-(1h-pyrrol-1-yl)thiophene-3-carboxylic acid